5-nitro-3-pyrazolecarbamide [N+](=O)([O-])C1=CC(=NN1)C(=O)N